(R)-tert-Butyl 7-hydroxy-5-oxa-2-azaspiro[3.4]octane-2-carboxylate O[C@H]1COC2(CN(C2)C(=O)OC(C)(C)C)C1